2-(2-chloro-5-fluorobenzyloxy)-6-fluorobenzonitrile ClC1=C(COC2=C(C#N)C(=CC=C2)F)C=C(C=C1)F